6-((3-chlorophenyl)amino)benzo[b]thiophene-4,7-dione ClC=1C=C(C=CC1)NC1=CC(C2=C(SC=C2)C1=O)=O